C(C)(C)NC(O[C@H]1C[C@H](CC1)C=1NN=C(C1)NC(=O)C=1N(N=C(C1)C#CC1=C(C(=CC=C1)O)C=O)C)=O (1R,3S)-3-(5-{5-[2-(2-formyl-3-hydroxyphenyl)ethynyl]-2-methylpyrazole-3-amido}-2H-pyrazol-3-yl)cyclopentyl N-isopropylcarbamate